NC(CO)(CCCC)CCC 2-amino-2-propyl-1-hexanol